tert-butyl 4-((bis(4H-benzo[d][1,3]dioxin-6-yl)methyl)(methyl)amino)piperidine-1-carboxylate O1COCC2=C1C=CC(=C2)C(C2=CC1=C(OCOC1)C=C2)N(C2CCN(CC2)C(=O)OC(C)(C)C)C